Tert-butyl (1-amino-7-bromo-4b-hydroxy-10-oxo-4b,10-dihydro-9bH-indeno[1,2-b]benzofuran-9b-yl)carbamate NC1=C2C(C3(C(OC4=C3C=CC(=C4)Br)(C2=CC=C1)O)NC(OC(C)(C)C)=O)=O